COC=1C=C(C(=O)NNC(=O)C2=CC=C(C(=O)N(C3=CC(=C(C(=C3)OC)OC)OC)CC3=CC=C(C=C3)OC)C=C2)C=CC1OC 4-(2-(3,4-dimethoxybenzoyl)hydrazine-1-carbonyl)-N-(4-methoxybenzyl)-N-(3,4,5-trimethoxyphenyl)benzamide